2-(2,6-dioxopiperidin-3-yl)-5-hydroxyisoindoline O=C1NC(CCC1N1CC2=CC=C(C=C2C1)O)=O